IC1=C(C=CC=C1)[C@H]([C@@H](CC)O)O 1-(2-iodophenyl)-(R,R)-1,2-butanediol